NC1=C2C(=NC=N1)N(N=C2C2=CC=C(CNC(C1=C(C=CC(=C1)C)OC)=O)C=C2)C2CC(CCC2)NC N-(4-(4-amino-1-(3-(methylamino)cyclohexyl)-1H-pyrazolo[3,4-d]pyrimidin-3-yl)benzyl)-2-methoxy-5-methylbenzamide